NC(CO)(COCCCCCCCC\C=C/C\C=C/CCCCC)COCCCCCCCC\C=C/CC=CCCCCC 2-amino-3-[(9Z,12Z)-octadeca-9,12-dien-1-yloxy]-2-([(9Z,2Z)-octadeca-9,12-dien-1-yloxy]methyl)propan-1-ol